(E)-N,N-dimethylbutanamide CN(C(CCC)=O)C